4-[(2R)-3-(3,4-dihydro-1H-isoquinolin-2-yl)-2-hydroxy-propyl]-8-(2,6-dimethylmorpholin-4-carbonyl)-2,3-dihydro-1,4-benzoxazepin-5-one C1N(CCC2=CC=CC=C12)C[C@H](CN1CCOC2=C(C1=O)C=CC(=C2)C(=O)N2CC(OC(C2)C)C)O